S(CC(C(=O)OC)C)CC(C(=O)OC)C dimethyl 3,3'-thiodiisobutyrate